7-chloro-N-methyl-N-(2,2,6,6-tetramethylpiperidin-4-yl)-5H-thiazolo[5',4':5,6]pyrano[4,3-b]pyridin-2-amine ClC=1C=C2C(=NC1)C1=C(OC2)N=C(S1)N(C1CC(NC(C1)(C)C)(C)C)C